OC(CCCC)C1C(CCC1)=O 2-(1-hydroxypentyl)-cyclopentan-1-one